3,3-dimethylbutanoyl-4-hydroxy-N-((S)-1-(4-(4-methylthiazol-5-yl)phenyl)ethyl)pyrrolidine-2-carboxamide CC(CC(=O)N1C(CC(C1)O)C(=O)N[C@@H](C)C1=CC=C(C=C1)C1=C(N=CS1)C)(C)C